Samarium (III) iodide [I-].[Sm+3].[I-].[I-]